1-(3-((4-((((1R,2S,4R)-1,7,7-trimethylbicyclo[2.2.1]heptan-2-yl)amino)methyl)benzyl)amino)phenyl)dihydropyrimidine-2,4(1H,3H)-dione C[C@@]12[C@H](C[C@@H](CC1)C2(C)C)NCC2=CC=C(CNC=1C=C(C=CC1)N1C(NC(CC1)=O)=O)C=C2